COC=1C=C2CCN(CC2=CC1NC1=NC=C2C(=N1)N(N=C2)C[C@H]2[C@@H](CCC2)CO)C |r| [rac-trans-2-[[6-[(6-methoxy-2-methyl-3,4-dihydro-1H-isoquinolin-7-yl)amino]pyrazolo[3,4-d]pyrimidin-1-yl]methyl]cyclopentyl]methanol